C1(CCC1)C(C#N)C1CC1 2-Cyclobutyl-2-cyclopropylacetonitrile